COC=1C(=C(C(=CC1)C)NC(=O)C1=CN=C(S1)NC1=NN(C=C1C)CC(=O)O)C 2-[3-[[5-[(3-methoxy-2,6-dimethyl-phenyl)carbamoyl]thiazol-2-yl]amino]-4-methyl-pyrazol-1-yl]acetic acid